C(CCCCCCC)C(CCCCCCCC)OC(CCCCCCC(=O)OC1C[C@H](N(C1)CCCCCC(OCCCCCCCCCCC)=O)C(=O)O)=O (2S)-4-[8-(1-octylnonoxy)-8-oxo-octanoyl]oxy-1-(6-oxo-6-undecoxy-hexyl)pyrrolidine-2-carboxylic acid